2-((8S,9S,10R,13S,14S,17S)-10,13-dimethyl-3-oxo-2,3,6,7,8,9,10,11,12,13,14,15,16,17-tetradecahydro-1H-cyclopenta[a]phenanthren-17-yl)-2-oxoethyl methanesulfonate CS(=O)(=O)OCC(=O)[C@H]1CC[C@H]2[C@@H]3CCC4=CC(CC[C@@]4([C@H]3CC[C@]12C)C)=O